tert-butyl (R)-2-(((tert-butyldiphenylsilyl)oxy)methyl)-6-oxo-1,4-oxazepane-4-carboxylate [Si](C1=CC=CC=C1)(C1=CC=CC=C1)(C(C)(C)C)OC[C@@H]1OCC(CN(C1)C(=O)OC(C)(C)C)=O